Tert-Butyl 3-[2-(2-Pyridazin-3-Ylethylidene)Hydrazino]Propanoate N1=NC(=CC=C1)CC=NNCCC(=O)OC(C)(C)C